1-methyl-4-(3-((2R,5S)-5-methylpiperidin-2-yl)phenoxy)piperidine tert-Butyl-(2R,5S)-5-methyl-2-[3-[(1-methyl-4-piperidyl)oxy]phenyl]piperidine-1-carboxylate C(C)(C)(C)OC(=O)N1[C@H](CC[C@@H](C1)C)C1=CC(=CC=C1)OC1CCN(CC1)C.CN1CCC(CC1)OC1=CC(=CC=C1)[C@@H]1NC[C@H](CC1)C